CN1N=CC(=C1)C=1C=C2C(=NC=NN2C1)N1CC2CCC(C1)N2C(=O)[C@@H]2[C@@H](C2)C#N |r| rac-(1R,2S)-2-(3-(6-(1-methyl-1H-pyrazol-4-yl)pyrrolo[2,1-f][1,2,4]triazin-4-yl)-3,8-diazabicyclo[3.2.1]octane-8-carbonyl)cyclopropane-1-carbonitrile